N-(benzenesulfonyl)-6-[3-[(cis)-2-(trifluoromethyl)cyclopropoxy]pyrazol-1-yl]-2-[(4S)-2,2,4-trimethylpyrrolidin-1-yl]pyridine-3-carboxamide C1(=CC=CC=C1)S(=O)(=O)NC(=O)C=1C(=NC(=CC1)N1N=C(C=C1)O[C@H]1[C@H](C1)C(F)(F)F)N1C(C[C@@H](C1)C)(C)C